1-(2-nitropyridin-3-yl)cyclopropanecarbaldehyde [N+](=O)([O-])C1=NC=CC=C1C1(CC1)C=O